3-Phenyl-3-(4-morpholinophenyl)-6-methoxy-7-piperazinyl-13,13-dimethyl-3H,13H-indeno[2',3':3,4]naphtho[1,2-b]pyran C1(=CC=CC=C1)C1(C=CC2=C(O1)C=1C=C(C(=CC1C1=C2C(C2=CC=CC=C21)(C)C)N2CCNCC2)OC)C2=CC=C(C=C2)N2CCOCC2